C(CC)C=1C(C2=CC=CC=C2C(C1CC=1N=NC(=CC1)C(F)(F)F)=O)=O propyl-3-((6-(trifluoromethyl)pyridazin-3-yl)methyl)naphthalene-1,4-dione